C(#N)C(COOCC)NC(C1=CC(=CC(=C1)C)C)=O N-(1-cyano-2-ethylperoxyethyl)-3,5-dimethylbenzamide